FC(C(=O)O)(F)F.ClC=1C=CC(=C(C1)C1=CC(=C(N=N1)N1CC(C1)C(=O)OC)C(=O)O)F 6-(5-chloro-2-fluorophenyl)-3-[3-(methoxycarbonyl)azetidin-1-yl]pyridazine-4-carboxylic acid trifluoroacetate salt